(2-ethylhexane-1,1-diyl)diphenol C(C)C(C(C1=C(C=CC=C1)O)C1=C(C=CC=C1)O)CCCC